2-fluoro-2-(3-methoxy-1,2-oxazol-5-yl)-3-methylbutanenitrile FC(C#N)(C(C)C)C1=CC(=NO1)OC